methylpicolylamine CNCC1=NC=CC=C1